(+)-N-phenethyl-2-(5-(5-(4,4,5,5-tetramethyl-1,3,2-dioxaborolan-2-yl)-1-(tritylamino)pentyl)-1H-tetrazol-1-yl)acetamide C(CC1=CC=CC=C1)NC(CN1N=NN=C1C(CCCCB1OC(C(O1)(C)C)(C)C)NC(C1=CC=CC=C1)(C1=CC=CC=C1)C1=CC=CC=C1)=O